C(#C)C=1C=CC=2N(N1)C(=NN2)[C@@H]2C[C@@H](CCC2)NC2=NC=C(C(=N2)OC2COC2)C(F)(F)F N-[(1R,3S)-3-(6-ethynyl-[1,2,4]triazolo[4,3-b]pyridazin-3-yl)cyclohexyl]-4-(oxetan-3-yloxy)-5-(trifluoromethyl)pyrimidin-2-amine